C(C=C)(=O)N1CC2(CCN(C2)C=2C3=C(N(C(N2)=O)C=2C(=NC=CC2C)C(C)C)N=C(C(=C3)C#N)C3=C(C=CC=C3)OC)CC1 (7-acryloyl-2,7-diazaspiro[4.4]nonan-2-yl)-1-(2-isopropyl-4-methylpyridin-3-yl)-7-(2-methoxyphenyl)-2-oxo-1,2-dihydropyrido[2,3-d]pyrimidine-6-carbonitrile